tert-butyl (3R,4S)-4-({7-[3-(acetyloxy)-3-methylbutan-2-yl]imidazo[4,3-f][1,2,4]triazin-2-yl}amino)-3-fluoropiperidine-1-carboxylate C(C)(=O)OC(C(C)C1=NC=C2C=NC(=NN21)N[C@@H]2[C@@H](CN(CC2)C(=O)OC(C)(C)C)F)(C)C